C(C)(C)(C)OC(=O)N1C(=NC=2C1=NC=CC2)CCCCCC=O 2-(6-oxohexyl)-3H-imidazo[4,5-b]pyridine-3-carboxylic acid tert-butyl ester